(1R)-N-(2,6-dioxo-3-piperidinyl)tetralin-1-carboxamide O=C1NC(CCC1NC(=O)[C@@H]1CCCC2=CC=CC=C12)=O